2-Methoxy-5-((3-phenethyl-3-(tetrahydrofuran-2-yl)pyrrolidin-1-yl)methyl)pyridine COC1=NC=C(C=C1)CN1CC(CC1)(C1OCCC1)CCC1=CC=CC=C1